C(C)(C)(C)OC(C(C)(C)C1=NC=CC(=C1)B(O)O)=O (2-(1-(tert-butoxy)-2-methyl-1-oxopropan-2-yl)pyridin-4-yl)boronic acid